[1,3]dioxolo[4,5-b]pyridin O1COC2=NC=CC=C21